tert-butyl (3R,4R)-3-(3,4-dichlorophenyl)-4-(2-oxo-3-phenylimidazolidin-1-yl)piperidine-1-carboxylate ClC=1C=C(C=CC1Cl)[C@@H]1CN(CC[C@H]1N1C(N(CC1)C1=CC=CC=C1)=O)C(=O)OC(C)(C)C